8-(4-(2-(dimethylamino)ethoxy)phenyl)-N-(4-morpholinylphenyl)quinazolin-2-amine CN(CCOC1=CC=C(C=C1)C=1C=CC=C2C=NC(=NC12)NC1=CC=C(C=C1)N1CCOCC1)C